7-bromomethyl-bicyclo[3.2.1]octane-2-ol BrCC1CC2CCC(C1C2)O